NC1CCN(CC1)CC(=O)N1CCC(CC1)C1=CC=2N(C=C1)C(=CN2)N2C(NC(CC2)=O)=O 1-(7-(1-(2-(4-aminopiperidin-1-yl)acetyl)piperidin-4-yl)imidazo[1,2-a]pyridin-3-yl)dihydropyrimidine-2,4(1H,3H)-dione